C1=C(C=CC2=CC=CC=C12)CC1(O)[C@H](O)[C@@H](O)[C@H](O)[C@H](O1)CO (2-Naphthalenylmethyl)-D-glucopyranose